N-((1R,2R,4S)-7-cyano-7-azabicyclo[2.2.1]heptan-2-yl)dibenzo[b,d]furan-3-carboxamide C(#N)N1[C@H]2[C@@H](C[C@@H]1CC2)NC(=O)C=2C=CC1=C(OC3=C1C=CC=C3)C2